NC=1C=CC(=C(C(=O)NC2(CC2)C#C)C1)F 5-amino-N-(1-ethynyl-cyclopropyl)-2-fluorobenzamide